(R)-1-N-Boc-beta-proline CC(C)(C)OC(=O)N1CC[C@H](C1)C(=O)O